dimethyl 5-(2-(3-(2-(tert-butoxycarbonyl)-3-(3-(4-chloro-3,5-dimethylphenoxy)propyl)-7-(1,3,5-trimethyl-1H-pyrazol-4-yl)-1H-indol-1-yl)propoxy)ethyl)-3-nitrophthalate C(C)(C)(C)OC(=O)C=1N(C2=C(C=CC=C2C1CCCOC1=CC(=C(C(=C1)C)Cl)C)C=1C(=NN(C1C)C)C)CCCOCCC1=CC(=C(C(C(=O)OC)=C1)C(=O)OC)[N+](=O)[O-]